C[C@H]1[C@@H](OC2=C(C1=O)C(=C3C(=C2)C(=C(C=C3O)O)C4=C5C=C6C(=C(C(=C(O6)C)C)O)C(=C5C(=CC4=O)O)O)O)C The molecule is a biaryl that is 2,3-dihydro-4H,4'H-9,9'-bibenzo[g]chromene-4,4'-dione substituted by hydroxy groups at positions 5, 5', 6, 6', 8 and 8' and methyl groups at positions 2, 2', 3 and 3'. It has been isolated from Chaetomium gracile. It has a role as a Chaetomium metabolite. It is a benzochromenone, a biaryl and a member of phenols.